C(C=C)C1=C(C(=C(C(=C1C(=O)N)CC=C)CC=C)C(=O)N)CC=C tetra-allylterephthalamide